tert-butyl (2S,6R)-4-(1-((7-fluoro-2,8-dimethylimidazo[1,2-a]pyridin-6-yl)carbamoyl)-2,3-dihydro-1H-pyrrolo[2,3-b]pyridin-4-yl)-2,6-dimethylpiperidine-1-carboxylate FC1=C(C=2N(C=C1NC(=O)N1CCC=3C1=NC=CC3C3C[C@@H](N([C@@H](C3)C)C(=O)OC(C)(C)C)C)C=C(N2)C)C